tert-butyl 2-[4-hydroxy-1-[4-(methylamino)-5-nitro-pyrimidin-2-yl]-4-piperidyl]acetate OC1(CCN(CC1)C1=NC=C(C(=N1)NC)[N+](=O)[O-])CC(=O)OC(C)(C)C